FC=1C=C2C(=C(NC2=C(C1)F)C1=CC=C(C=C1)F)C1CN(C1)C(=O)NCC 3-[5,7-difluoro-2-(4-fluorophenyl)-1H-indol-3-yl]-N-ethyl-azetidine-1-carboxamide